C(N)(=O)C1=NN(C2=CC=C(C=C12)C#N)CC(=O)O 2-(3-carbamoyl-5-cyano-1H-indazol-1-yl)acetic acid